4-diethylaminobenzylidene-deoxybenzoin C(C)N(C1=CC=C(C=C(C(C2=CC=CC=C2)=O)C2=CC=CC=C2)C=C1)CC